N-(5-(3-hydroxycyclopentyl)thiazol-2-yl)-2-(3-methylisoxazol-5-yl)acetamide OC1CC(CC1)C1=CN=C(S1)NC(CC1=CC(=NO1)C)=O